FC(C=1C=C(CO[C@@H]2C[C@H](C2)C(=O)O)C=CC1)(F)F trans-3-{[3-(trifluoromethyl)benzyl]oxy}cyclobutane-1-carboxylic acid